(4aS,9bS)-9-fluoro-7-(trifluoromethyl)-1,2,3,4,4a,9b-hexahydrobenzofuro[3,2-b]pyridine hydrochloride Cl.FC1=CC(=CC2=C1[C@@H]1NCCC[C@@H]1O2)C(F)(F)F